bis(t-butylperoxy)-cyclohexane C(C)(C)(C)OOC1(CCCCC1)OOC(C)(C)C